CS(=NC(C1=CC=C(C=C1)CC1=NOC(=N1)C(F)(F)F)=O)(CC#C)=O N-(methyl(oxo)(prop-2-yn-1-yl)-λ6-sulfaneylidene)-4-((5-(trifluoromethyl)-1,2,4-oxadiazol-3-yl)methyl)benzamide